2-(4-hydroxy-1-methyl-7-phenoxy-isoquinoline-3-carboxamido)acetic acid OC1=C(N=C(C2=CC(=CC=C12)OC1=CC=CC=C1)C)C(=O)NCC(=O)O